C(C)N1N=C(C=C1)C1=NC2=CC=CC=C2C(=C1)[C@@H](C)NC(C1=C(C=CC(=C1)N1CC2CCC(C1)N2C)C)=O N-((R)-1-(2-(1-ethyl-1H-pyrazol-3-yl)quinolin-4-yl)ethyl)-2-methyl-5-(8-methyl-3,8-diazabicyclo[3.2.1]octan-3-yl)benzamide